ICCCCCCCCCCC/C=C/CCO (3E)-15-iodo-3-pentadecen-1-ol